C1(=CC=CC=C1)S(=O)(=O)NC=1C(=C(C=CC1Cl)/C=C/CCCOC1=C(C=CC=C1)CCC(=O)O)Cl 3-[2-[(E)-5-[3-(Benzenesulfonamido)-2,4-dichlorophenyl]pent-4-enoxy]phenyl]propanoic acid